FC(C=1C(=C(C=CC1)[C@@H](C)NC=1C2=C(N=CN1)C(=NC(=C2)C2(CCS(CC2)(=O)=O)C#N)OC)F)F 4-[4-[[(1R)-1-[3-(difluoromethyl)-2-fluoro-phenyl]ethyl]amino]-8-methoxy-pyrido[3,4-d]pyrimidin-6-yl]-1,1-dioxo-thiane-4-carbonitrile